N[C@@H](CC(=O)O)C(=O)N L-aspartyl-ammonia